ClC1=C(C=CC(=C1)Cl)[C@@H](C)OC1=C2C=NN(C2=CC(=C1)N1CC(C1)[C@@H]1CN(CCC1)C1CC(C1)(C(=O)O)C)C (1R,3r)-3-((R)-3-(1-(4-((R)-1-(2,4-dichlorophenyl)ethoxy)-1-methyl-1H-indazol-6-yl)azetidin-3-yl)piperidin-1-yl)-1-methylcyclobutane-1-carboxylic acid